(S)-3-methyl-2-(7-(3-(2-(thiophen-2-yl)ethyl)ureido)dibenzo[b,d]furan-3-sulfonamido)butanoic acid CC([C@@H](C(=O)O)NS(=O)(=O)C=1C=CC2=C(OC3=C2C=CC(=C3)NC(=O)NCCC=3SC=CC3)C1)C